tert-butyl N-[3,3-difluoro-1-[4-([5-isopropyl-8-[(2R,3S)-3-(methanesulfonylmethyl)-2-methylazetidin-1-yl]isoquinolin-3-yl]amino)pyrimidin-2-yl]piperidin-4-yl]carbamate FC1(CN(CCC1NC(OC(C)(C)C)=O)C1=NC=CC(=N1)NC=1N=CC2=C(C=CC(=C2C1)C(C)C)N1[C@@H]([C@H](C1)CS(=O)(=O)C)C)F